N-dodecyl-N-methyl-N-benzylammonium C(CCCCCCCCCCC)[NH+](CC1=CC=CC=C1)C